OC1(CCC(CC1)=NNC(OC(C)(C)C)=O)C tert-Butyl N-[(4-hydroxy-4-methyl-cyclohexylidene)amino]carbamate